ClC1=C(C=CC=C1F)C(C1C(C1)(F)F)NC=1N=CC(=NC1)C(=O)OC methyl 5-(((2-chloro-3-fluorophenyl)(2,2-difluorocyclopropyl)methyl)amino)pyrazine-2-carboxylate